6-(6-methylpiperidin-2-yl)-4-(trifluoromethyl)-2,3-dihydro-1H-isoindol-1-one CC1CCCC(N1)C1=CC(=C2CNC(C2=C1)=O)C(F)(F)F